(1R,4r)-4-((2-((6-((R)-3-(2-Ethoxyphenoxy)piperidin-1-yl)pyrazin-2-yl)amino)pyrimidin-4-yl)oxy)cyclohexan C(C)OC1=C(O[C@H]2CN(CCC2)C2=CN=CC(=N2)NC2=NC=CC(=N2)OC2CCCCC2)C=CC=C1